Fmoc-γ-Aminoxyproline C(=O)(OCC1C2=CC=CC=C2C2=CC=CC=C12)N1[C@@H](CC(C1)ON)C(=O)O